C\C(=C/CO)\CC\C=C(\CC\C=C(\COCC=C(C)C)/C)/C (2E,6E,10E)-3,7,11-trimethyl-12-[(3-methylbut-2-en-1-yl)oxy]dodeca-2,6,10-trien-1-ol